(S)-4-(4-chlorophenyl)-3,6,9-trimethyl-2-(pyridin-3-ylethynyl)-6H-thieno[3,2-f][1,2,4]triazolo[4,3-a][1,4]diazepine ClC1=CC=C(C=C1)C1=N[C@H](C=2N(C3=C1C(=C(S3)C#CC=3C=NC=CC3)C)C(=NN2)C)C